trans-N-methyl-1-(4-(2-tolyl)-4,7-dihydro-5H-thieno[2,3-c]pyran-7-yl)methylamine CNC[C@H]1OC[C@@H](C2=C1SC=C2)C2=C(C=CC=C2)C